((2R,4S,5R)-4-amino-5-methyltetrahydro-2H-pyran-2-yl)((S)-1-(4-fluorophenyl)-3,4-dihydroisoquinolin-2(1H)-yl)methanone N[C@H]1C[C@@H](OC[C@@H]1C)C(=O)N1[C@H](C2=CC=CC=C2CC1)C1=CC=C(C=C1)F